C1N(CCC2=CC=CC=C12)C[C@H](CN1CCOC2=C(C1=O)C=CC(=C2)CN2[C@@H](CCC2)C)O 4-[(2R)-3-(3,4-dihydro-1H-isoquinolin-2-yl)-2-hydroxy-propyl]-8-[[(2R)-2-methylpyrrolidine-1-yl]methyl]-2,3-dihydro-1,4-benzoxazepin-5-one